C(#N)[C@H](CC=1SC(=CC1)C=1C=CC2=C(N(C(O2)=O)C)C1)NC(=O)[C@@H]1C[C@H]2[C@@H](N1)COC2 (2S,3aS,6aR)-N-[(1S)-1-cyano-2-[5-(3-methyl-2-oxo-1,3-benzoxazol-5-yl)thiophen-2-yl]ethyl]-hexahydro-1H-furo[3,4-b]pyrrole-2-carboxamide